(S)-6-(3-(1-((2-amino-5-cyano-6-methylpyrimidin-4-yl)amino)propyl)-2-(5-fluoropyridin-3-yl)-1,1-dihydroxy-2H-benzo[e][1,2]thiazin-8-yl)-N,N-bis(2-methoxyethyl)hex-5-ynamide NC1=NC(=C(C(=N1)N[C@@H](CC)C=1N(S(C2=C(C1)C=CC=C2C#CCCCC(=O)N(CCOC)CCOC)(O)O)C=2C=NC=C(C2)F)C#N)C